2,3,5,6-tetrafluorobenzenesulfonamide FC1=C(C(=C(C=C1F)F)F)S(=O)(=O)N